1-bromo-9-phenyl-9H-carbazole-5,6,7,8-d4 BrC1=CC=CC=2C3=C(C(=C(C(=C3N(C12)C1=CC=CC=C1)[2H])[2H])[2H])[2H]